O=C(C(C)C1=CC=C2C=NC(=NN21)N[C@H]2[C@@H](COCC2)CC(=O)O)C.C(=C)[SiH2]OCC(OC)OC vinyldimethoxyethoxysilane (3S,4R)-4-{[7-(3-oxobutan-2-yl)pyrrolo[2,1-f][1,2,4]triazin-2-yl]amino}oxan-3-yl-acetate